[13C](C(O)C)(=O)O [1-13C]lactic acid